CC(C)C1COC23N1C(CC3N(CC2)CC2=C(C(=C(C=C2)OC)OC)OC)=O 4-(propan-2-yl)-9-[(2,3,4-trimethoxyphenyl)methyl]-2-oxa-5,9-diazatricyclo[6.3.0.0(1,5)]undecan-6-one